CNCCCC[C@@H](C(=O)O)N N-ε-methyl-L-lysine